FC1=CC=C(C(=O)NC(C)C2=NC=3CCCN(C3C=C2)C(=O)C2=NN(C=C2)C)C=C1 4-Fluoro-N-{1-[5-(1-methyl-1H-pyrazol-3-carbonyl)-5,6,7,8-tetrahydro-1,5-naphthyridin-2-yl]ethyl}benzamid